C(C)(C)(C)OC(NCCOC1=C(C=CC(=C1)[N+](=O)[O-])Br)=O tert-butyl-N-[2-(2-bromo-5-nitro-phenoxy)ethyl]carbamate